CC=1SC(=CN1)CC(=O)NC1=NNC(=C1)[C@@H]1C[C@@H](CC1)N(C([O-])=O)CC(F)F (1R,3S)-3-(3-{[(2-methyl-1,3-thiazol-5-yl)acetyl]amino}-1H-pyrazol-5-yl)cyclopentyl(2,2-difluoroethyl)carbamate